C(C)(C)C1=C(NC2=CC=C(C=C12)C1CCC(CC1)NC(CN1CCOCC1)=O)C=1C=C(C=2N(C1)N=CN2)OC N-(4-(3-isopropyl-2-(8-methoxy-[1,2,4]triazolo[1,5-a]pyridin-6-yl)-1H-indol-5-yl)cyclohexyl)-2-morpholinoacetamide